N-[(4-chloro-3-fluorophenyl)methyl]-acetamid ClC1=C(C=C(C=C1)CNC(C)=O)F